NC=1C=C(C=C(C1P(=O)(C)C)F)C1=CC2=C(N=C3N2[C@H]2C4=C(C(N([C@@H]3C2)C([2H])([2H])[2H])=O)C=CC=C4OC(F)F)C=C1 (7R,14R)-11-(3-amino-4-(dimethylphosphoryl)-5-fluorophenyl)-1-(difluoromethoxy)-6-(methyl-d3)-6,7-dihydro-7,14-methanobenzo[f]benzo[4,5]imidazo[1,2-a][1,4]diazocin-5(14H)-one